[6-(4-acetylpiperazin-1-yl)-3-pyridinyl]boronic acid C(C)(=O)N1CCN(CC1)C1=CC=C(C=N1)B(O)O